NC1=NC(=C(C=C1C=1C=C2CCNC(C2=CC1)=O)C1=CC=C(C=C1)C1(CCN(CC1)CCOC)OC)F 6-(2-amino-6-fluoro-5-(4-(4-methoxy-1-(2-methoxyethyl)piperidin-4-yl)phenyl)pyridin-3-yl)-3,4-dihydroisoquinolin-1(2H)-one